8'-bromo-3-ethyl-7'-fluorospiro[cyclobutane-1,1'-pyrrolo[2,3-c]quinolin]-2'(3'H)-one BrC1=CC=2C3=C(C=NC2C=C1F)NC(C31CC(C1)CC)=O